C(C#C)N=C=NC1=CC2=CC=CC=C2C=C1 N-propargyl-N'-β-naphthyl-carbodiimide